CN(C)C1=CC=CC=C1.Cl N,N-dimethylanilinium chloride